ClC1=CC=C(C(=N1)C(=O)OC)N[C@H](C)C=1C=C(C=C2C(N(C(=NC12)C1=CC=NN1C)C)=O)C methyl (R)-6-chloro-3-((1-(3,6-dimethyl-2-(1-methyl-1H-pyrazol-5-yl)-4-oxo-3,4-dihydroquinazolin-8-yl)ethyl)amino)picolinate